The molecule is a triazinoindole that is 5H-[1,2,4]triazino[5,6-b]indole which is substituted at position 3 by a (2-methylprop-2-en-1-yl)thio group. A potent inhibitor of midasin which is an essential protein for eukaryotic ribosome biogenesis. It is a triazinoindole and an organic sulfide. CC(=C)CSC1=NC2=C(C3=CC=CC=C3N2)N=N1